7-bromo-2-methyl-5-nitro-2H-indazole BrC1=CC(=CC2=CN(N=C12)C)[N+](=O)[O-]